NC=1C2=C(C3=C(C(=C(N3N)C=C3C=CC(C=C4C=CC(=CC(C1)=N2)N4)=N3)C3=CC=CC=C3)N)N.[Mn] Manganese tetraaminophenyl-porphyrin